OC(C)C1=NC=2C(=C3C(=NC2)NC=C3)N1N1CCC(CC1)CC#N 2-(1-(2-(1-hydroxyethyl)-imidazo[4,5-d]pyrrolo[2,3-b]pyridin-1(6H)-yl)piperidin-4-yl)acetonitrile